6-(3,5-dimethylpyrazol-1-yl)-2-[1-(1,2,4-oxadiazol-3-ylmethyl)piperidin-4-yl]pyridazin-3-one CC1=NN(C(=C1)C)C=1C=CC(N(N1)C1CCN(CC1)CC1=NOC=N1)=O